CN1CCN(CC1)N1C(=NC2=C1CN(C2)C(=O)N2CC=1N(C(=NC1C2)C2=NC=CC(=C2)C2=C1N(N=C2C2=NC(=CC=C2)C)CCC1)N1CCN(CC1)C)C1=NC=CC(=C1)C1=C2N(N=C1C1=NC(=CC=C1)C)CCC2 (4-Methylpiperazin-1-yl)(2-(4-(2-(6-methylpyridin-2-yl)-5,6-dihydro-4H-pyrrolo[1,2-b]pyrazol-3-yl)pyridin-2-yl)-4,6-dihydropyrrolo[3,4-d]imidazol-5(1H)-yl)ketone